2-fluoro-N-(2-(4-ethyl-4,5-dihydrothiazol-2-yl)phenyl)nicotinamide FC1=C(C(=O)NC2=C(C=CC=C2)C=2SCC(N2)CC)C=CC=N1